S1C(=NC=C1)C(C)(C(C)O)O 2-(thiazol-2-yl)butan-3-ol-2-ol